6-ethyl-2-methylimidazo[2,1-b]thiazole-5-carboxylic acid C(C)C=1N=C2SC(=CN2C1C(=O)O)C